icosanyl alcohol C(CCCCCCCCCCCCCCCCCCC)O